N[C@H](CC(=O)O)CC1=CSC=C1 (S)-3-amino-4-(3-thienyl)-butanoic acid